7H-pyrrolo[2,3-d]Pyrimidine-4-amine N1=CN=C(C2=C1NC=C2)N